5-Cyclopentyl-1-(5-ethynyl-2-{[4-(4-methylpiperazin-1-yl)phenyl]amino}pyrido[2,3-d]pyrimidin-7-yl)imidazolidin-2-one C1(CCCC1)C1CNC(N1C=1C=C(C2=C(N=C(N=C2)NC2=CC=C(C=C2)N2CCN(CC2)C)N1)C#C)=O